methyl 1-methylethyl-thiocarbamate, monohydrochloride Cl.CC(C)NC(OC)=S